FC=1C=C(C=NC1)C1=C(N(C=C(C1=O)C(=O)N)C(C)C)C 5'-fluoro-1-isopropyl-2-methyl-4-oxo-1,4-dihydro-[3,3'-bipyridine]-5-carboxamide